(1S,3S)-N-(6-((S)-1-cyanospiro[2.2]pentan-1-yl)isoquinolin-3-yl)-3-(2-hydroxypropan-2-yl)cyclobutane-1-carboxamide C(#N)[C@]1(CC12CC2)C=2C=C1C=C(N=CC1=CC2)NC(=O)C2CC(C2)C(C)(C)O